N1N=[Ga]C=C1 DiazGalloL